C[C@@]1(N(CCC1)S(=O)(=O)C1=C(C=C(C(=C1)Cl)C)O)C(=O)O.C(C=CC1=CC=CC=C1)C=1C(CCCC1)=O 2-cinnamyl-cyclohexenone Methyl-((5-chloro-2-hydroxy-4-methylphenyl)sulfonyl)-L-prolinate